(1R*,3R*,4R*)-3-azido-1-(4-(benzyloxy)-3-(5-fluoropyrimidin-2-yl)benzyl)-4-hydroxycyclopentane-1-carboxylic acid ethyl ester C(C)OC(=O)[C@@]1(C[C@H]([C@@H](C1)O)N=[N+]=[N-])CC1=CC(=C(C=C1)OCC1=CC=CC=C1)C1=NC=C(C=N1)F |o1:5,7,8|